7-oxanorbornene-2-carboxylate C12C(=CC(CC1)O2)C(=O)[O-]